(S)-3-(3,4-dihydroxybenzyl)-7-fluoro-3,4-dihydro-1H-benzo[E][1,4]diazepine-2,5-dione OC=1C=C(C[C@@H]2NC(C3=C(NC2=O)C=CC(=C3)F)=O)C=CC1O